2-(6-(cyclopropanesulfonylamino)pyrazin-2-yl)-N-(4-(6-ethoxypyrazin-2-yl)phenyl)butyramide C1(CC1)S(=O)(=O)NC1=CN=CC(=N1)C(C(=O)NC1=CC=C(C=C1)C1=NC(=CN=C1)OCC)CC